CC(=CC=O)C=CC=C(C=CC=C(C)C)C 3,7,11-trimethyl-dodecane-2,4,6,8,10-pentaenal